3-(4-benzyl-2,3-dihydro-1,4-benzothiazin-6-yl)-3-(tert-butylsulfinylamino)propanoic acid C(C1=CC=CC=C1)N1CCSC2=C1C=C(C=C2)C(CC(=O)O)NS(=O)C(C)(C)C